S1C=NC2=C1C=CC(=C2)NC2=CC=NC1=CC=C(C=C21)C2=CC=C(C=C2)C2CCN(CC2)C(=O)OC(C)(C)C tert-butyl 4-(4-(4-(benzo[d]thiazol-5-ylamino)quinolin-6-yl)phenyl)piperidine-1-carboxylate